(3S)-3-methyl-3-[5-[2-[4-(pentafluoro-λ6-sulfanyl)anilino]-3-pyridyl]-1,3,4-oxadiazol-2-yl]pyrrolidin-2-one C[C@@]1(C(NCC1)=O)C=1OC(=NN1)C=1C(=NC=CC1)NC1=CC=C(C=C1)S(F)(F)(F)(F)F